NC=1C2=C(N=CN1)N(C(=C2C2=CC[C@H](CC2)C(=O)O)C=2C=NC(=CC2C)C#C[Si](C)(C)C(C)(C)C)C (1S)-4-(4-amino-6-{6-[2-(tertbutyldimethylsilyl)ethynyl]-4-methylpyridin-3-yl}-7-methyl-7H-pyrrolo[2,3-d]pyrimidin-5-yl)cyclohex-3-ene-1-carboxylic acid